N-(2-chloro-3-((3,5-dimethyl-4-oxo-3,4-dihydroquinazolin-6-yl)amino)-4-fluorophenyl)-3-methoxyazetidine-1-sulfonamide Trifluoroacetate FC(C(=O)O)(F)F.ClC1=C(C=CC(=C1NC=1C(=C2C(N(C=NC2=CC1)C)=O)C)F)NS(=O)(=O)N1CC(C1)OC